COC1=CC=C(C=C1)C=1N=C(C=2N(C1C=1C=CC3=C(N(C=N3)C)C1)N=NN2)N 6-(4-methoxyphenyl)-5-(1-methyl-1H-benzo[d]imidazol-6-yl)tetrazolo[1,5-a]pyrazin-8-amine